(R or S)-4-(4-((1S,4S)-2,5-diazabicyclo[2.2.1]heptan-2-yl)-6-chloro-2-(3-(dimethylamino)azetidin-1-yl)-8-fluoro-quinazolin-7-yl)naphthalen-2-ol [C@@H]12N(C[C@@H](NC1)C2)C2=NC(=NC1=C(C(=C(C=C21)Cl)C2=CC(=CC1=CC=CC=C21)O)F)N2CC(C2)N(C)C